C(C1=CC=CC=C1)OC(=O)N1CCN(CC1)C1=C(C(=C(C(=C1F)F)C[C@H](C(=O)OC)N)F)F 4-[4-[(2R)-2-amino-3-methoxy-3-oxopropyl]-2,3,5,6-tetrafluorophenyl]piperazine-1-carboxylic acid benzyl ester